N-(3-((5-(4-chloro-3,5-difluorophenyl)-2-((1-methyl-1H-pyrazol-4-yl)amino)pyrimidin-4-yl)amino)-4-fluorophenyl)acrylamide ClC1=C(C=C(C=C1F)C=1C(=NC(=NC1)NC=1C=NN(C1)C)NC=1C=C(C=CC1F)NC(C=C)=O)F